CC1=CC=C(C=C1)S(=O)(=O)O.O1CC(CCC1)N oxacyclohexane-3-amine 4-methylbenzene-1-sulfonate